4,5-dihydropyrimidin N=1C=NCCC1